pentafluoro-1,3,5-cyclohexatriene FC=1C(=C(C(=C(C1)F)F)F)F